C(C)(C)N1CC(CC1)N1C=NC=C1C(=O)N 1-(1-isopropylpyrrolidin-3-yl)-1H-imidazole-5-carboxamide